tert-butyl 5-methyl-2-[2-(1-methyl-4-piperidyl)-1,3-benzothiazol-5-yl]piperidine-1-carboxylate CC1CCC(N(C1)C(=O)OC(C)(C)C)C=1C=CC2=C(N=C(S2)C2CCN(CC2)C)C1